C(#N)C1=CC=CC(=N1)[C@@H](CNC(CC1CCC(CC1)NC(OC(C)(C)C)=O)(C)C)O tert-butyl ((1R,4r)-4-(2-(((R)-2-(6-cyanopyridin-2-yl)-2-hydroxyethyl)amino)-2-methylpropyl)cyclohexyl)-carbamate